BrC=1C(=NC(=NC1)NC1=C(C=C(C(=C1)C)N1CCC(CC1)N1CCN(CC1)C)OC)NC1=C(C(=CC=C1)F)C(C)(C)O 2-(2-((5-Bromo-2-((2-methoxy-5-methyl-4-(4-(4-methylpiperazin-1-yl)piperidin-1-yl)Phenyl)amino)pyrimidin-4-yl)amino)-6-fluorophenyl)propan-2-ol